3-methoxyloxolane-3-carboxylic acid O(C)C1(COCC1)C(=O)O